3-isobutyl-9,10-dimethoxy-1,3,4,6,7,11b-hexahydro-2H-pyrido[2,1-a]isoquinolin-2-one C(C(C)C)C1C(CC2N(CCC3=CC(=C(C=C23)OC)OC)C1)=O